O.[C@@H]1([C@H](O)[C@H](O)[C@@H](CO)O1)N1C=NC=2C(N)=NC=NC12.P(=O)(O)(O)O monophosphate-adenosine monohydrate